(4-Hydroxy-4-methylpiperidin-1-yl)(2-(2,4,5-trifluoro-3-hydroxyphenyl)thiazol-5-yl)methanone OC1(CCN(CC1)C(=O)C1=CN=C(S1)C1=C(C(=C(C(=C1)F)F)O)F)C